sec-butylamine C(C)(CC)N